Cl.F[C@@H]1[C@H](CNCC1)O (3S,4S)-4-fluoropiperidin-3-ol hydrochloride